FC(C=1C=C(OC2=CC=C(C=C2)S(=O)(=O)NC=2SC=NN2)C=C(C1)C(F)(F)F)(F)F 4-[3,5-bis(trifluoromethyl)phenoxy]-N-(1,3,4-thiadiazol-2-yl)benzene-1-sulfonamide